BrC1=C(C2=CC=CC=C2C(=C1)C1CC1)N 2-Bromo-4-cyclopropylnaphthalene-1-amine